F[C@H]1CN(CC[C@H]1NC1=C2C=C(N(C2=CC=C1)CC(F)(F)F)C1=NOC(=N1)CN1N=CC(=C1)C(=O)N)C ((3-(4-(((3S,4R)-3-fluoro-1-methylpiperidin-4-yl)amino)-1-(2,2,2-trifluoroethyl)-1H-indol-2-yl)-1,2,4-oxadiazol-5-yl)methyl)-1H-pyrazole-4-carboxamide